CC=1SC2=C(N1)C=CC(=C2)C=2N=C1N(C(C2)=O)C=C(C=C1)N1CCN(CC1)C 2-(2-methyl-1,3-benzothiazol-6-yl)-7-(4-methylpiperazin-1-yl)-4H-pyrido[1,2-a]pyrimidin-4-one